(S)-(-)-pindolol CC(C)NC[C@@H](COC1=CC=CC2=C1C=CN2)O